2-(dicyclohexylphosphino)-2,6-diisopropoxy-1,1'-biphenyl C1(CCCCC1)P(C1(C(=C(C=CC1)OC(C)C)C1=CC=CC=C1)OC(C)C)C1CCCCC1